CS(=O)(=O)C[C@H]1N(C[C@@H](C1)NC(=O)C=1OC(=CN1)C1=CC(=CC=C1)C(F)(F)F)C(=O)OC(C)(C)C tert-Butyl (2S,4R)-2-((methylsulfonyl)methyl)-4-(5-(3-(trifluoromethyl)phenyl)oxazole-2-carboxamido)pyrrolidine-1-carboxylate